rel-N-(8-{3-[(2r,6s)-2,6-dimethylmorpholin-4-yl]propoxy}-7-methoxy-2,3-dihydroimidazo[1,2-c]quinazolin-5-yl)pyrimidine-5-carboxamide C[C@@H]1CN(C[C@@H](O1)C)CCCOC=1C=CC=2C=3N(C(=NC2C1OC)NC(=O)C=1C=NC=NC1)CCN3 |o1:1,5|